6-chloro-1-(ethoxymethyl)-3-propylpyrimidine-2,4(1H,3H)-dione ClC1=CC(N(C(N1COCC)=O)CCC)=O